(+)-(5R,6S)-3-[[2-(iminomethylamino)ethyl]thio]-6-[(R)-1-cyanoethyl]-7-oxo-1-azabicyclo[3.2.0]hept-2-ene-2-carboxylic acid monohydrate O.N=CNCCSC1=C(N2C([C@H]([C@H]2C1)[C@@H](C)C#N)=O)C(=O)O